4,5-dimethyl-3-hydroxy-2(5H)-furanone CC1=C(C(OC1C)=O)O